ClC=1C=C(C=C(C1)Cl)S(=O)(=O)NC1=CC=C(C=C1)S(NC1=CC(=CC(=C1)Br)C(F)(F)F)(=O)=O 3,5-dichloro-N-(4-(N-(3-trifluoromethyl-5-bromophenyl)sulfamoyl)phenyl)benzenesulfonamide